N-(3-(4,5,5',6'-Tetrahydro-2H-Spiro[Furan-3,8'-Pyrano[3,4-b]Pyridin]-2'-yl)-1-((R)-Tetrahydrofuran-3-yl)-1H-Pyrrolo[2,3-c]Pyridin-5-yl)Acetamide N1=C2C(=CC=C1C1=CN(C3=CN=C(C=C31)NC(C)=O)[C@H]3COCC3)CCOC23COCC3